2-(1,3-dioxoisoindoline-2-yl)-3-phenylpropionic acid O=C1N(C(C2=CC=CC=C12)=O)C(C(=O)O)CC1=CC=CC=C1